C(C)N(C(C1=C(C=CC(=C1)F)C=1C=C(N2C1C=NC=C2C)CC2CN(C2)[C@@H](C(C)C)CCCN(C)CCOC)=O)C(C)C N-ethyl-5-fluoro-2-[6-({1-[(3R)-6-[(2-methoxyethyl)(methyl)amino]-2-methylhexane-3-yl]azetidin-3-yl}methyl)-4-methylpyrrolo[1,2-a]pyrazin-8-yl]-N-(isopropyl)benzamide